F[C@H]1CN(C[C@@H]1NC(C([2H])([2H])[2H])(C([2H])([2H])[2H])[2H])C(=O)OC(C)(C)C tert-Butyl (3S,4S)-3-fluoro-4-((propan-2-yl-d7)amino)pyrrolidine-1-carboxylate